Nα-dicarboxymethyllysine C(=O)(O)C(N[C@@H](CCCCN)C(=O)O)C(=O)O